6-(4-methoxytetrahydro-2H-pyran-4-yl)-2-methylquinolin-4-yl trifluoromethanesulfonate FC(S(=O)(=O)OC1=CC(=NC2=CC=C(C=C12)C1(CCOCC1)OC)C)(F)F